STYRENEMALEAMIDE tert-butyl-(trans)-2-(4-bromo-3-fluorophenyl)-4-hydroxypyrrolidine-1-carboxylate C(C)(C)(C)OC(=O)N1[C@H](C[C@@H](C1)O)C1=CC(=C(C=C1)Br)F.C(=CC1=CC=CC=C1)/C(=C/C(=O)N)/C(=O)N